C(CNC(CCCCCCC\C=C/CCCCCCCC)=O)NC(CCCCCCC\C=C/CCCCCCCC)=O N,N'-ethylenebisoleamide